NN1CCN(CC1)C1=CC=C(C=C1)C1=CC=C2CN(C(C2=C1)=O)[C@@H](C=1NC2=CC=CC=C2C1)C1=C(C=CC(=C1)Cl)O (R)-6-(4-(4-aminopiperazin-1-yl)phenyl)-2-((5-chloro-2-hydroxyphenyl)(1H-indol-2-yl)methyl)-isoindolin-1-one